N-[(4-chlorophenyl)methyl]-5-[3-(trifluoromethyl)benzamido]-1,2,3-thiadiazole-4-carboxamide ClC1=CC=C(C=C1)CNC(=O)C=1N=NSC1NC(C1=CC(=CC=C1)C(F)(F)F)=O